CC=1C=CC=C2C=CC=C(C12)C1CC(C(CO1)C(=O)OC)=O methyl 6-(8-methylnaphthalen-1-yl)-4-oxotetrahydro-2H-pyran-3-carboxylate